2-chlorophenothiazine ClC1=CC=2NC3=CC=CC=C3SC2C=C1